C(CCCCC)C(C1CCCO1)O n-hexyl-tetrahydrofurfuryl alcohol